(methylsulfonyl)-5',8'-dihydro-6'H-spiro[cyclohexane-1,7'-quinazoline] CS(=O)(=O)C1=NC=2CC3(CCC2C=N1)CCCCC3